FC(COCC1OC1)(C(F)F)F ((2,2,3,3-Tetrafluoropropoxy)methyl)oxirane